FC1=C(C=CC(=C1)F)C(CN1CCNCC1)C1=C(C=CC(=C1)OC(F)(F)F)S(=O)(=O)N (1-(2,4-difluorophenyl)-2-(piperazin-1-yl)ethyl)-4-(trifluoromethoxy)benzenesulfonamide